OC(C)C1=CC=CC(=N1)CN1CC2=CC=C(C=C2C=N1)S(=O)(=O)C=1C=NN(C1)C 2-((6-(1-hydroxyethyl)pyridin-2-yl)methyl)-6-((1-methyl-1H-pyrazol-4-yl)sulfonyl)phthalazin